COC=1C=C(CCN2N(CCC2=O)C(=O)OC(C)(C)C)C=CC1C(=O)OC tert-butyl 2-(3-methoxy-4-(methoxycarbonyl) phenethyl)-3-oxopyrazolidine-1-carboxylate